BrC1=CC=C(C=C1)N1C2(CN(C2)C)CCC1=O 5-(4-bromophenyl)-2-methyl-2,5-diazaspiro[3.4]octan-6-one